6-bromo-8-chloro-2-(3-fluoropropyl)-3,4-dihydro-1H-isoquinoline BrC=1C=C2CCN(CC2=C(C1)Cl)CCCF